(2S,4R)-4-(benzyloxy)pyrrolidine-1,2-dicarboxylic acid 2-benzyl 1-tert-butyl ester C(C)(C)(C)OC(=O)N1[C@@H](C[C@H](C1)OCC1=CC=CC=C1)C(=O)OCC1=CC=CC=C1